2-[(CARBAMOYLMETHYL)(3-OXOPROPYL)AMINO]ACETAMIDE C(N)(=O)CN(CC(=O)N)CCC=O